COC1=NC=C(C(=N1)OC)C=1C=C(C=2N(N1)C=CN2)N2CCOCC2 4-[6-(2,4-dimethoxypyrimidin-5-yl)imidazo[1,2-b]pyridazin-8-yl]morpholine